N-(2-((1S,2S)-2-fluorocyclopropane-1-carboxamido)benzo[d]thiazol-5-yl)-4-((8-methyl-2,3-dihydro-1H-pyrido[2,3-b][1,4]oxazin-7-yl)amino)-2-oxo-1,2-dihydropyridine-3-carboxamide F[C@@H]1[C@@H](C1)C(=O)NC=1SC2=C(N1)C=C(C=C2)NC(=O)C=2C(NC=CC2NC2=C(C1=C(OCCN1)N=C2)C)=O